benzyl (S)-(3-(1-(6-bromo-3-carbamoylpyridin-2-yl)-5,5-dimethylpyrrolidin-3-yl)propyl)carbamate BrC1=CC=C(C(=N1)N1C[C@H](CC1(C)C)CCCNC(OCC1=CC=CC=C1)=O)C(N)=O